COC1=CC=C(COC2CCOC(C2OCC2=CC=C(C=C2)OC)C=C)C=C1 4,5-bis((4-methoxybenzyl)oxy)-6-vinyltetrahydro-2H-pyran